FC1=C(COC2=CC(=NN2CCC(C)(C)C)C(NC)([2H])[2H])C=C(C=C1)F 1-{5-[(2,5-difluorobenzyl)oxy]-1-(3,3-dimethylbutyl)-1H-pyrazol-3-yl}-N-methyl(2H2)methanamine